ClC1=CC(=C(C=C1)C1=CC(=NC2=NC(=CN=C21)C)[C@@H]2C[C@@H](OCC2)C=2C=NN(C2)C)F 8-(4-chloro-2-fluorophenyl)-3-methyl-6-((2r,4s)-2-(1-methyl-1H-pyrazol-4-yl)tetrahydro-2H-pyran-4-yl)pyrido[2,3-b]pyrazine